1-(allylthio)pyrrolidine-2,5-dione C(C=C)SN1C(CCC1=O)=O